FC=1C2=C(C=NC1)C(=NN2)I 7-fluoro-3-iodo-1H-pyrazolo[4,3-c]pyridine